rac-N-[(6S,7R)-2-ethyl-7-({[1-(quinazolin-2-yl)piperidin-4-yl]oxy}methyl)-4,5,6,7-tetrahydropyrazolo[1,5-a]pyridin-6-yl]methanesulfonamide C(C)C1=NN2C(CC[C@@H]([C@@H]2COC2CCN(CC2)C2=NC3=CC=CC=C3C=N2)NS(=O)(=O)C)=C1 |r|